3-(7-hydroxy-1-oxo-3,4-dihydroisoquinolin-2-yl)piperidine-2,6-dione OC1=CC=C2CCN(C(C2=C1)=O)C1C(NC(CC1)=O)=O